cobalt-iron-chromium [Cr].[Fe].[Co]